2-[4,7,10-tris(carboxymethyl)-1,4,7,10-tetraazacyclododec-1-yl]Butyric acid C(=O)(O)CN1CCN(CCN(CCN(CC1)CC(=O)O)CC(=O)O)C(C(=O)O)CC